[C@H]1(C=CCCC1)[C@@H]([C@]1(NC([C@@H]([C@]1(C)O)CCO)=O)C(=O)OC)O Methyl (2R,3S,4R)-2-((S)-((S)-cyclohex-2-en-1-yl)(hydroxy)methyl)-3-hydroxy-4-(2-hydroxyethyl)-3-methyl-5-oxopyrrolidine-2-carboxylate